N-[(4-cyclobutyl-2,5-dioxoimidazolidin-4-yl)methyl]-5-methyl-4'-(trifluoromethyl)[biphenyl]-2-carboxamide C1(CCC1)C1(NC(NC1=O)=O)CNC(=O)C=1C(=CC(=CC1)C)C1=CC=C(C=C1)C(F)(F)F